FC1=C(C=CC=C1)C12C(OCCN1)CCCC2 4a-(2-fluorophenyl)octahydro-2H-benzo[b][1,4]oxazine